1-({4-[bis(2-hydroxyhexadecyl)amino]cyclohexyl}[2-(4-{4-[bis(2-hydroxyhexadecyl)amino]cyclohexyl}piperazin-1-yl)ethyl]amino)hexadecan-2-ol OC(CN(C1CCC(CC1)N(CC(CCCCCCCCCCCCCC)O)CCN1CCN(CC1)C1CCC(CC1)N(CC(CCCCCCCCCCCCCC)O)CC(CCCCCCCCCCCCCC)O)CC(CCCCCCCCCCCCCC)O)CCCCCCCCCCCCCC